4-Methyl-Phthalic Anhydride CC=1C=C2C(C(=O)OC2=O)=CC1